(5-Amino-2-methylphenyl)-2-(naphthalen-1-yl)propanamide NC=1C=CC(=C(C1)C(C(=O)N)(C)C1=CC=CC2=CC=CC=C12)C